6-((4-chloro-2-fluorobenzyloxy)-3-(hydroxymethyl)piperidin-2-yl)piperazine-1-carboxylic acid tert-butyl ester C(C)(C)(C)OC(=O)N1CCNCC1C1N(CCCC1CO)OCC1=C(C=C(C=C1)Cl)F